C(C)(C)(C)S(=O)NC1(CN(CCCC1)C(=O)OC(C)(C)C)C tert-butyl 3-((tert-butylsulfinyl) amino)-3-methylazepan-1-carboxylate